C1(=C(C(=CC=C1)CC#N)CC#N)C1=CC=CC=C1 biphenyldiacetonitrile